FC(C1(CNCCOC1)O)F 6-(Difluoromethyl)-1,4-oxazepan-6-ol